FC(C=1C=C(C=CC1)NC(NC1=CC=C(C=C1)SC1=CC(=NC=C1)C(=O)NCC1=CC=CC=C1)=S)(F)F 4-{4-[3-[3-trifluoromethylphenyl]thioureido]-phenylthio}-N-benzylpyridine-2-carboxamide